(S)-(3-chloro-2,4-difluorophenyl)(trans-3-(trifluoromethyl)-cyclobutyl)methanamine hydrochloride Cl.ClC=1C(=C(C=CC1F)[C@@H](N)[C@@H]1C[C@H](C1)C(F)(F)F)F